2-azido-1,3-didodecyl-4,5-dihydro-1H-imidazol-3-ium hexafluorophosphate F[P-](F)(F)(F)(F)F.N(=[N+]=[N-])C=1N(CC[N+]1CCCCCCCCCCCC)CCCCCCCCCCCC